FC=1C(=NC(=C(C(=O)OC(C)C)C1)O[C@H](C(F)(F)F)C)N1N=C(N(C1=O)CCC)CO Isopropyl (S)-5-fluoro-6-(3-(hydroxymethyl)-5-oxo-4-propyl-4,5-dihydro-1H-1,2,4-triazol-1-yl)-2-((1,1,1-trifluoropropan-2-yl)oxy)nicotinate